2-amino-4-methoxycarbonyl-phenyl-boric acid NC1=C(C=CC(=C1)C(=O)OC)OB(O)O